FC=1C=CC(=C(C1)C1=CC(=CC=C1)NC(=O)C=1C(N(C=C(C1)CNCC(C)C)CC(F)(F)F)=O)C1=NN=CN1C N-(5'-Fluoro-2'-(4-methyl-4H-1,2,4-triazol-3-yl)-[1,1'-biphenyl]-3-yl)-5-((isobutylamino)methyl)-2-oxo-1-(2,2,2-trifluoroethyl)-1,2-dihydropyridine-3-carboxamide